ClC1=C(NC(=N1)C1=CC=CC=C1)C=O 5-CHLORO-2-PHENYL-3H-IMIDAZOLE-4-CARBALDEHYDE